4'-acryloyloxy-4-(perfluorohexyl)ethylbiphenyl C(C=C)(=O)OC1=CC=C(C=C1)C1=C(C=C(C=C1)C(C(C(C(C(C(F)(F)F)(F)F)(F)F)(F)F)(F)F)(F)F)CC